NC1=CC=C(C(=N1)C)CNC([C@H](C)NC(=O)[C@@H]1N(C[C@H](C1)CC1=CC=2C(=NSN2)C=C1)C(=O)OC(C)(C)C)=O tert-butyl (2R,4S)-2-(((S)-1-(((6-amino-2-methylpyridin-3-yl)methyl)amino)-1-oxopropan-2-yl)carbamoyl)-4-(benzo[c][1,2,5]thiadiazol-5-ylmethyl)pyrrolidine-1-carboxylate